tert-butyl (2-(4-benzylpiperazin-1-yl)ethyl)carbamate C(C1=CC=CC=C1)N1CCN(CC1)CCNC(OC(C)(C)C)=O